methyl methacrylate Dimethylaminoethyl-acrylate CN(C)CCOC(C=C)=O.C(C(=C)C)(=O)OC